C1(=C(C=CC=C1)N=C=NC1CCCCC1)C N-toluyl-N'-cyclohexylcarbodiimide